OCC1=NC=CC=C1NC(OC(C)(C)C)=O tert-Butyl (2-(hydroxymethyl)pyridin-3-yl)carbamate